FC1=C(C=CC(=C1)[C@H]1[C@H](COC2=CC(=CC=C12)O)C1=CC=CC=C1)N1CCC(CC1)CN1CCN(CC1)C=1C=C2CN(C(C2=CC1)=O)[C@@H]1C(NC(CC1)=O)=O (S)-3-(5-(4-((1-(2-fluoro-4-((3S,4R)-7-hydroxy-3-phenylchroman-4-yl)phenyl)piperidin-4-yl)methyl)piperazin-1-yl)-1-oxoisoindolin-2-yl)piperidine-2,6-dione